OCC=1C=CC=2C(C3=CC=CC=C3C(C2C1)=O)=O 3-Hydroxymethyl-anthraquinone